tert-butyl (S)-2-(6-(3-methyl-1H-pyrrolo[2,3-b]pyridin-5-yl)-2-(6-methylnicotinoyl)-1,2,3,4-tetrahydroisoquinolin-8-yl)pyrrolidine-1-carboxylate CC1=CNC2=NC=C(C=C21)C=2C=C1CCN(CC1=C(C2)[C@H]2N(CCC2)C(=O)OC(C)(C)C)C(C2=CN=C(C=C2)C)=O